C(#N)C(C(=O)NC(C)C1=CC(=C(C=C1)OC)OC)=C cyano-N-(1-(3,4-dimethoxyphenyl)ethyl)acrylamide